CN1N=C(C=C1N)C1=CC=CC=C1 2-methyl-5-phenyl-pyrazol-3-amine